O=C1NC(CCC1NC(=O)C1=CC=C(C=C1)N1CCN(CC1)C(=O)OC(C)(C)C)=O tert-butyl 4-{4-[(2,6-dioxopiperidin-3-yl)carbamoyl]phenyl}piperazine-1-carboxylate